C12(CC(C1)C2)NC(=O)C2=CC1=C(C(N(C=C1C1=CC(N(C=C1OC1=C(C=C(C=C1C)F)C)C)=O)C)=O)N2 N-(bicyclo[1.1.1]pentan-1-yl)-4-(5-(4-fluoro-2,6-dimethylphenoxy)-1-methyl-2-oxo-1,2-dihydropyridin-4-yl)-6-methyl-7-oxo-6,7-dihydro-1H-pyrrolo[2,3-c]pyridine-2-carboxamide